N(CCO)(CCO)CCO.C(CCCCCCCCCCCCCCC)C1=C(C=CC=C1)S(=O)(=O)O hexadecyl-benzenesulfonic acid triethanolamine salt